CN1C(C(N(C(C1=O)SSC(C1=CC=CC=C1)(C1=CC=CC=C1)C1=CC=CC=C1)C)=O)=O dimethyl-6-(trityldisulfaneyl)piperazine-2,3,5-trione